CC(C)(OCCN(CCC(C(=O)O)NC(C1=C(C=C(C=C1)F)C(F)(F)F)=O)CCCCC1=NC=2NCCCC2C=C1)C 4-[2-(1,1-dimethylethoxy)ethyl-[4-(5,6,7,8-tetrahydro-1,8-naphthyridin-2-yl)butyl]amino]-2-[[4-fluoranyl-2-(trifluoromethyl)benzoyl]amino]butanoic acid